C(C)OP(OCC)(=O)CCCCBr (4-bromobutyl)phosphonic acid diethyl ester